[5-(trifluoromethyl)-1,2-oxazol-3-yl]methylphosphonic acid diethyl ester C(C)OP(OCC)(=O)CC1=NOC(=C1)C(F)(F)F